4-methylene-5,5-dimethyl-1,3-dioxolan-2-one C=C1OC(OC1(C)C)=O